FC(C(C(OC(C([N+](=O)[O-])(F)F)(F)F)(F)F)(F)F)(F)F 1,1,1,2,2,3,3-heptafluoro-3-(1,1,2,2-tetrafluoro-2-nitroethoxy)propane